butyl 2-[2-[[1-[[benzyl(methyl)amino]methyl]-2,2,2-trifluoro-ethyl]amino]-2-oxo-ethoxy]-5-fluoro-benzoate C(C1=CC=CC=C1)N(C)CC(C(F)(F)F)NC(COC1=C(C(=O)OCCCC)C=C(C=C1)F)=O